C(C1=CC=CC=C1)OC=1C(=CC(=C(C=O)C1)[Se]C)OC 5-(benzyloxy)-4-methoxy-2-(methylseleno)benzaldehyde